[Cl-].C(CCC)[N+]1(C=C(C=C1)C)C 1-butyl-1,3-dimethyl-pyrrolium chloride